[Si](C1=CC=CC=C1)(C1=CC=CC=C1)(C(C)(C)C)OCC1CCC(CC1)N1N=CC(=C1)C=1N=C(C=2N(C1)N=CC2C#N)C=2C=CC(=NC2)N2CCC(CC2)(C(=O)NC2CCC2)CC 1-[5-[6-[1-[4-[[tert-butyl(diphenyl)silyl]oxymethyl]cyclohexyl]pyrazol-4-yl]-3-cyano-pyrazolo[1,5-a]pyrazin-4-yl]-2-pyridyl]-N-cyclobutyl-4-ethyl-piperidine-4-carboxamide